NCCC=1C=C(C=CC1)NC=1C(=NC(=C(N1)N(C)CC)C)C(=O)N 3-((3-(2-aminoethyl)phenyl)amino)-5-(ethyl(methyl)amino)-6-methylpyrazine-2-carboxamide